ClC=1C=C2C3=C(NC2=CC1)CN(CC3CN(C)C)C=3SC1=C(N3)C=CC(=C1)Cl 1-(6-chloro-2-(6-chlorobenzo[d]thiazol-2-yl)-2,3,4,9-tetrahydro-1H-pyrido[3,4-b]indol-4-yl)-N,N-Dimethylmethanamine